2-(((6-((2-hydroxyethyl)amino)hexanoyl)oxy)methyl)propane-1,3-diyl diheptanoate C(CCCCCC)(=O)OCC(COC(CCCCCC)=O)COC(CCCCCNCCO)=O